C(C1=CC=CC=C1)OC(=O)NC(C(=O)O)C1OCCCC1 (((benzyloxy)carbonyl)amino)-2-(tetrahydro-2H-pyran-2-yl)acetic acid